3-[(E)-2-methoxyvinyl]pyrrolidine-1-carboxylic acid tert-butyl ester C(C)(C)(C)OC(=O)N1CC(CC1)\C=C\OC